3-butenoic acid chloride C(CC=C)(=O)Cl